C(C)(C)(CC)OCC(COC(C)(C)CC)OC(C)(CC)C 2-((1,3-bis(tert-pentyloxy)propan-2-yl)oxy)-2-methylbutane